(1R,4s)-4-(2-fluoro-5-(((3R,4S)-4-((4-fluoro-3-(pentafluoro-λ6-sulfaneyl)phenyl)carbamoyl)tetrahydrofuran-3-yl)carbamoyl)-4-methoxyphenoxy)-1-methylcyclohexane-1-carboxylic acid FC1=C(OC2CCC(CC2)(C(=O)O)C)C=C(C(=C1)OC)C(N[C@H]1COC[C@H]1C(NC1=CC(=C(C=C1)F)S(F)(F)(F)(F)F)=O)=O